N-[2-cyclopropyl-3-(3-fluorophenyl)propyl]-1-methyl-5-oxo-4H-1,2,4-triazole-3-carboxamide C1(CC1)C(CNC(=O)C1=NN(C(N1)=O)C)CC1=CC(=CC=C1)F